The molecule is a nine-membered ketoaldonic acid derivative that is 5,7-diacetamido-3,5,7,9-tetradeoxynon-2-ulopyranosonic acid having L-glycero-alpha-L-manno-configuration. It is a conjugate acid of a pseudaminate. C[C@@H]([C@@H]([C@H]1[C@H]([C@H](C[C@](O1)(C(=O)O)O)O)NC(=O)C)NC(=O)C)O